ClC=1C=C(C=CC1Cl)C=1SC=C(N1)NC(=O)C1CNCC1 N-(2-(3,4-dichlorophenyl)thiazol-4-yl)pyrrolidine-3-carboxamide